4,4'-ethylenediphenol C(CC1=CC=C(C=C1)O)C1=CC=C(C=C1)O